NC1=NC=CC=C1C1=NC=2C(=NC(=CC2)C2=CC=CC=C2)N1C1=CC=C(CN2C[C@@H](N(CC2)C#N)C)C=C1 (S)-4-(4-(2-(2-aminopyridin-3-yl)-5-phenyl-3H-imidazo[4,5-b]pyridin-3-yl)benzyl)-2-methylpiperazine-1-carbonitrile